6-azaspiro[2.5]octane-5-carboxylic acid C1CC12CC(NCC2)C(=O)O